6-hydroxy-1H-indazole-5-carbonitrile OC1=C(C=C2C=NNC2=C1)C#N